Cl.FC(OC1CC2(CC1)OCCNC2)(F)F 2-(trifluoromethoxy)-6-oxa-9-azaspiro[4.5]decane hydrochloride